N1=CSC=2CN(CCC21)CC(=O)NC=2C=C(C(=NC2)C)NC(=O)C2=NN=C1N2C=CC(=C1)C=1C=NN(C1)C N-(5-(2-(6,7-dihydrothiazolo[5,4-c]pyridin-5(4H)-yl)acetamido)-2-methylpyridin-3-yl)-7-(1-methyl-1H-pyrazol-4-yl)-[1,2,4]triazolo[4,3-a]pyridine-3-carboxamide